C(C)(C)(C)C(=O)N[C@H](CC1=CC=CC=C1)C(=O)O N-(tert-butylcarbonyl)-D-phenylalanine